ClC=1C=C(C=CC1F)[C@H](NC(=O)N1[C@@H](CNC(C1)=O)CF)C1=NC(=CC=C1)C(F)(F)F (2S)-N-((S)-(3-chloro-4-fluorophenyl)(6-(trifluoro-methyl)pyridin-2-yl)methyl)-2-(fluoromethyl)-5-oxopiperazine-1-carboxamide